CC(C)(CCO)O 2-Methyl-2,4-butanediol